O=C1NC(CCC1N1C(C2=CC=C(C=C2C1=O)NCCCCCCCCNC(CN1CCN(CC1)C1=CC=C(C=C1)C1=NNC2=C1N=C(N=C2)C2=C(C=CC=C2OC)F)=O)=O)=O N-(8-((2-(2,6-dioxopiperidin-3-yl)-1,3-dioxoisoindolin-5-yl)amino)octyl)-2-(4-(4-(5-(2-fluoro-6-methoxyphenyl)-1H-pyrazolo[4,3-d]pyrimidin-3-yl)phenyl)piperazin-1-yl)acetamide